8-chloro-6-(3-pyridin-4-yl-propoxy)-2-thieno[2,3-c]pyridin-5-yl-3-(2-trimethylsilyl-ethoxymethyl)-3H-quinazolin-4-one ClC=1C=C(C=C2C(N(C(=NC12)C=1C=C2C(=CN1)SC=C2)COCC[Si](C)(C)C)=O)OCCCC2=CC=NC=C2